5-[[2-oxo-2-[(2R,5S)-2-phenyl-5-(2,2,2-trifluoroethyl)-1-piperidyl]Acetyl]amino]pyridine-3-carboxamide O=C(C(=O)NC=1C=C(C=NC1)C(=O)N)N1[C@H](CC[C@H](C1)CC(F)(F)F)C1=CC=CC=C1